Cl.Cl.NCCOCCOCCN 1,8-diamino-3,6-dioxaoctane dihydrochloride